BrC1=NC(=CC(=C1OCOC)O[C@@H](CO[Si](C)(C)C(C)(C)C)C)I (R)-2-bromo-4-((1-((tert-butyldimethylsilyl)oxy)propan-2-yl)oxy)-6-iodo-3-(methoxymethoxy)pyridine